rel-(1S,5S)-4-methyl-1-({2,3',5'-trifluoro-[1,1'-biphenyl]-3-yl}methyl)-9-oxa-2,6-diazaspiro[4.5]decan-7-one CC1CN[C@H]([C@@]12NC(COC2)=O)CC=2C(=C(C=CC2)C2=CC(=CC(=C2)F)F)F |o1:4,5|